NC=1C(=NN2C1N=CC=C2C2CN(CCC2)C(=O)OC(C)(C)C)C tert-Butyl 3-(3-amino-2-methylpyrazolo[1,5-a]pyrimidin-7-yl)piperidine-1-carboxylate